C(CCC)C1=C(C=CC=C1)C1=NOC=C1 3-(2-butylphenyl)-isoxazole